FC=1C=C(C=NC1)[C@H]1N(OCC1)C(=O)[C@@H]1CC[C@H](CC1)CN1C=CC2=NC=C(C=C21)C#N trans-1-((4-((S)-3-(5-fluoropyridin-3-yl)isoxazolidine-2-carbonyl)cyclohexyl)methyl)-1H-pyrrolo[3,2-b]pyridine-6-carbonitrile